sulfydryl-thiophenol SC1=C(C=CC=C1)S